C(C=C)OCC1=NC=2C=3C=CC=CC3OC2C(N1)=O 4-[(prop-2-en-1-yloxy)methyl]-8-oxa-3,5-diazatricyclo[7.4.0.02,7]trideca-1(9),2(7),3,10,12-pentaen-6-one